N1=C(N=CC=C1)NCCCCCCCCCCCCN N'-pyrimidin-2-yldodecane-1,12-diamine